NC=1N=C(SC1)C=1C=C(SC1)CNC(=O)[C@H]1N(CC2(OCCO2)C1)C(CNC(C1=CC=C(C=C1)OC1=CC=C(C=C1)F)=O)=O (S)-N-((4-(4-aminothiazol-2-yl)thiophen-2-yl)methyl)-7-((4-(4-fluorophenoxy)benzoyl)glycyl)-1,4-dioxa-7-azaspiro[4.4]nonane-8-carboxamide